5-phenyl-5-(4-(trifluoromethyl)phenyl)cyclohexane-1,3-dione C1(=CC=CC=C1)C1(CC(CC(C1)=O)=O)C1=CC=C(C=C1)C(F)(F)F